6-(7-Isopropyl-2-phenyl-imidazo[4,5-b]pyridin-3-yl)-3H-1,3-benzothiazol C(C)(C)C1=C2C(=NC=C1)N(C(=N2)C2=CC=CC=C2)C2=CC1=C(NCS1)C=C2